2-(6-bromonicotinamido)-5-methoxybenzo[d]thiazole-6-carboxylic acid BrC1=NC=C(C(=O)NC=2SC3=C(N2)C=C(C(=C3)C(=O)O)OC)C=C1